1-(7-ethyl-6-nitro-1,2,3,4-tetrahydroisoquinolin-2-yl)-2,2,2-trifluoroethan-1-one C(C)C1=C(C=C2CCN(CC2=C1)C(C(F)(F)F)=O)[N+](=O)[O-]